piperidine-1,2-dicarboxylate N1(C(CCCC1)C(=O)[O-])C(=O)[O-]